2-chloro-1,2-trifluoroethyl difluoromethyl ether C(C(OC(F)F)(F)F)(F)Cl